The molecule is an amino-acid betaine that is trans-4-hydroxy-D-proline zwitterion in which both of the hydrogens attached to the nitrogen have been replaced by methyl groups. It has a role as a plant metabolite. It is an amino-acid betaine, a secondary alcohol and a pyrrolidine alkaloid. C[N+]1(C[C@@H](C[C@@H]1C(=O)[O-])O)C